ClC=1C=CC(=C(C1)CCN1CC(NCC1)COC1=CC=C(C=C1)S(=O)(=O)C)OC 1-[2-(5-chloro-2-methoxyphenyl)ethyl]-3-[(4-methylsulfonylphenoxy)methyl]piperazine